phenylmethylenecyclohexenone C1(=CC=CC=C1)C=C1C=CC(CC1)=O